(2R,4S)-1-[(2R)-2-(4-cyclopropyltriazol-1-yl)-3,3-dimethyl-butanoyl]-4-hydroxy-N-[1-[4-[(2-methyltetrazol-5-yl)sulfamoyl]phenyl]ethyl]pyrrolidine-2-carboxamide C1(CC1)C=1N=NN(C1)[C@@H](C(=O)N1[C@H](C[C@@H](C1)O)C(=O)NC(C)C1=CC=C(C=C1)S(NC=1N=NN(N1)C)(=O)=O)C(C)(C)C